4-Bromo-3-(2-chloro-5-fluorophenyl)-2-[(4-methoxyphenyl)methyl]-3H-pyrrolo[3,4-f]quinolin-1-one BrC1=C2C(=C3C=CC=NC3=C1)C(N(C2C2=C(C=CC(=C2)F)Cl)CC2=CC=C(C=C2)OC)=O